[Si](C)(C)(C(C)(C)C)OC[C@H]1O[C@H]([C@H]2[C@@H]1OC(O2)(C)C)N2C=CC1=C2N=C(N=C1Cl)I 7-((3aR,4R,6R,6aR)-6-(((tert-Butyldimethylsilyl)oxy)methyl)-2,2-dimethyltetrahydrofuro[3,4-d][1,3]dioxol-4-yl)-4-chloro-2-iodo-7H-pyrrolo[2,3-d]pyrimidine